FC(C(=O)N1C(C2=CC(=CC=C2CC1)NC1=NC=C(C(=N1)NC1CCN(CC1)S(=O)(=O)C)F)C(C)C)(F)F 2,2,2-Trifluoro-1-(7-((5-fluoro-4-((1-(methylsulfonyl)piperidin-4-yl)amino)pyrimidin-2-yl)amino)-1-isopropyl-3,4-dihydroisoquinolin-2(1H)-yl)ethan-1-one